ClC=1C=C(C=2N(N1)C(=NN2)C)NCC2=NC=CC=C2 6-chloro-3-methyl-N-(2-pyridylmethyl)-[1,2,4]triazolo[4,3-b]pyridazin-8-amine